(ethyl) (difluoromethyl) carbonate C(OCC)(OC(F)F)=O